C(C)C(C(=O)O)(C(=O)O)CC 2,2-diethylmalonic acid